N'-((1,2,3,5,6,7-hexahydro-s-indacen-4-yl)carbamoyl)-4-(hydroxymethyl)-5-(2-hydroxypropan-2-yl)thiazole-2-sulfonimidamide C1CCC2=C(C=3CCCC3C=C12)NC(=O)N=S(=O)(N)C=1SC(=C(N1)CO)C(C)(C)O